ClC1=CN=C(S1)C=1C(=C(C(=O)OC)C=C(C1)O[C@H]1COCC1)F methyl (R)-3-(5-chlorothiazol-2-yl)-2-fluoro-5-((tetrahydrofuran-3-yl)oxy)benzoate